C(CCCCC)OC(C1=CN=CC=C1)=O Hexylnicotinat